(2S,4R)-N-((R)-1-(4-carbamimidoylthiophen-2-yl)ethyl)-4-(methylthio)-1-((4-phenoxybenzoyl)glycyl)pyrrolidine-2-carboxamide C(N)(=N)C=1C=C(SC1)[C@@H](C)NC(=O)[C@H]1N(C[C@@H](C1)SC)C(CNC(C1=CC=C(C=C1)OC1=CC=CC=C1)=O)=O